CC1=C(C=C2C(=NNC2=C1)N1C(C=CC=C1)=O)C=1C[C@@H]2[C@@H](CN(C2)C2CCOCC2)C1 (6-methyl-5-((3aR,6aS)-2-(tetrahydro-2H-pyran-4-yl)-1,2,3,3a,4,6a-hexahydrocyclopenta[c]pyrrol-5-yl)-1H-indazol-3-yl)pyridin-2(1H)-one